1-octyl-3-ethylpyrrolidinium chloride [Cl-].C(CCCCCCC)[NH+]1CC(CC1)CC